OC(C)(C)C=1C=CC(=NC1)C=1C=NC(=CC1NC1=CC(=CC(=C1)C(F)(F)F)S(=O)(=O)C)NC(C)=O N-(5-(2-hydroxypropan-2-yl)-4'-((3-(methylsulfonyl)-5-(trifluoromethyl)phenyl)amino)-[2,3'-bipyridin]-6'-yl)acetamide